3-(benzyl-(tert-butoxycarbonyl)amino)propionic acid C(C1=CC=CC=C1)N(CCC(=O)O)C(=O)OC(C)(C)C